12,12-Dimethyl-1,4,10-trioxadispiro[4.2.58.25]pentadecane CC1(COCC2(CCC3(OCCO3)CC2)C1)C